NC1=C(C=CC=C1)N=NC1=C(C=CC=C1)N 2,2'-diaminoazobenzene